5-(6-(4-(6-amino-3,5-dioxo-4,5-dihydro-1,2,4-triazin-2(3H)-yl)-2,6-dichlorophenoxy)-4-methylquinolin-2-yl)thiophen-2-carbonitrile NC=1C(NC(N(N1)C1=CC(=C(OC=2C=C3C(=CC(=NC3=CC2)C2=CC=C(S2)C#N)C)C(=C1)Cl)Cl)=O)=O